COC(=O)C=1N=C(SC1C(C)C)Br 2-bromo-5-isopropylthiazole-4-carboxylic acid methyl ester